5-amino-3-tert-butyl-pyrazol-1-carboxylic acid [4-(5,6-dimethoxyl-benzimidazol-1-yl)-phenyl]-amide O(C)C1=CC2=C(N(C=N2)C2=CC=C(C=C2)NC(=O)N2N=C(C=C2N)C(C)(C)C)C=C1OC